C(C)OC1=CC2=C(N(C(N=C2)C)[C@H](C)C2=CC(=CC=C2)C(F)(F)F)C=N1 6-ethoxy-2-methyl-N-{(1R)-1-[3-(trifluoromethyl)phenyl]ethyl}pyrido[3,4-d]pyrimidin